OC1(CCN(CC1)C(CC(C)C1=CC=CC=C1)=O)CN1C=NC=2C(C1=O)=NN(C2C2=CC=C(CNCC(=O)NCCCCCCCCCCNC(C1=CC=CC=C1)=O)C=C2)C N-(10-(2-((4-(6-((4-hydroxy-1-(3-phenylbutanoyl)piperidin-4-yl)methyl)-2-methyl-7-oxo-6,7-dihydro-2H-pyrazolo[4,3-d]pyrimidin-3-yl)benzyl)amino)acetamido)decyl)benzamide